tert-butyl ((1r,3r)-3-(4-(2-(4-((6-(2H-1,2,3-triazol-2-yl)pyridazine-4-yl)oxy)phenyl)propan-2-yl)phenoxy)cyclobutyl)carbamate N=1N(N=CC1)C1=CC(=CN=N1)OC1=CC=C(C=C1)C(C)(C)C1=CC=C(OC2CC(C2)NC(OC(C)(C)C)=O)C=C1